(1-Methyl-6-oxo-pyridazin-3-yl)boronic acid CN1N=C(C=CC1=O)B(O)O